2-methyl-1-(4-methylthiophenyl)-2-morpholinophenyl-1-propanone CC1(C(C=CC=C1)(C=1SC=C(C1)C)C(CC)=O)N1CCOCC1